C(C)OC(=O)C1=CN(C2=NC(=C(C=C2C1=O)F)Cl)C=1SC=C(N1)C=1C=NC=CC1 7-chloro-6-fluoro-4-oxo-1-[4-(pyridin-3-yl)-1,3-thiazol-2-yl]-1,4-dihydro-1,8-naphthyridine-3-carboxylic acid ethyl ester